[C@@H]12N(C[C@@H](CC1)C2)C2=CC=C(C=C2)NC2=C(C=O)C=CC=C2 ((4-((1R,4S)-2-azabicyclo[2.2.1]heptan-2-yl)phenyl)amino)benzaldehyde